BrC1=C(C=CC=C1)C(\C=C\C1=CC=C(C=C1)\C=C\C(=O)C1=C(C=CC=C1)Cl)=O (E)-1-(2-bromophenyl)-3-(4-((E)-3-(2-chlorophenyl)-3-oxoprop-1-en-1-yl)phenyl)prop-2-en-1-one